N1(CCCCC1)CC1=CC(=NC=C1)OCC=CCO 4-[[4-(1-piperidylmethyl)-2-pyridinyl]oxy]-2-buten-1-ol